2-hydroxy-4-stearyloxy-benzophenone OC1=C(C(=O)C2=CC=CC=C2)C=CC(=C1)OCCCCCCCCCCCCCCCCCC